methyl 6-iodo-5-[(2-methylprop-2-en-1-yl)oxy]pyridine-2-carboxylate IC1=C(C=CC(=N1)C(=O)OC)OCC(=C)C